ClC1=CC(=C(N=N1)C)OC1CCC1 6-Chloro-4-cyclobutoxy-3-methylpyridazine